COC1=NC(=CC(=C1)C=1N=C(SC1CO)NC1=CC(=C(C=C1)S(=O)(=O)C)F)OC (4-(2,6-Dimethoxypyridin-4-yl)-2-((3-fluoro-4-(methylsulfonyl)phenyl)amino)thiazol-5-yl)methanol